C(C)(C)(C)OC(=O)N1CC2=CC=C(C=C2CC1)N1C(=CC2=C1N=C(N=C2)Cl)C(N(C)C)=O 6-(2-chloro-6-(dimethylcarbamoyl)-7H-pyrrolo[2,3-d]pyrimidin-7-yl)-3,4-dihydroisoquinoline-2(1H)-carboxylic acid tert-butyl ester